(5-amino-3-(pyridin-4-yl)-1H-pyrazol-4-yl)methanol NC1=C(C(=NN1)C1=CC=NC=C1)CO